tert-Butyl (2-((tert-butyldimethylsilyl)oxy)ethyl)((1-chloro-6,7-dihydro-5H-cyclopenta[c]pyridin-4-yl)methyl)carbamate [Si](C)(C)(C(C)(C)C)OCCN(C(OC(C)(C)C)=O)CC=1C2=C(C(=NC1)Cl)CCC2